CC1=CC(=NN1)NC=1C2=C(N=C(N1)NC1CC3CCCC(C1)N3C=O)SC=C2 ((3-exo)-3-((4-((5-methyl-1H-pyrazol-3-yl)amino)thieno[2,3-d]pyrimidin-2-yl)amino)-9-azabicyclo[3.3.1]nonan-9-yl)methanone